N(=[N+]=[N-])C([2H])([2H])C=1N=C2N(C=CC=C2)C1 (azidomethyl-d2)imidazo[1,2-a]pyridine